(R)-4-aminopentanoic acid N[C@@H](CCC(=O)O)C